(2R,3R,4S,5R,6R)-2-(3-azidopropoxy)-6-(hydroxymethyl)tetrahydro-2H-pyran-3,4,5-triol methyl-{1-[6-(azidomethyl)-2-pyridyl]cyclobutyl}acetate CC(C(=O)O)C1(CCC1)C1=NC(=CC=C1)CN=[N+]=[N-].N(=[N+]=[N-])CCCO[C@@H]1O[C@@H]([C@@H]([C@@H]([C@H]1O)O)O)CO